CC1=C(C(=NO1)C=1C=NC(=CC1)C)CN1N=CC(=CC1=O)C1=CC(=NC=C1)NC 2-((5-methyl-3-(6-methylpyridin-3-yl)isoxazol-4-yl)methyl)-5-(2-(methyl-amino)pyridin-4-yl)pyridazin-3(2H)-one